C(C)(=O)N(C=1SC(=C(N1)C(=O)NC1CCC12CCCC2)C)C2=CC(=NC(=C2)F)F 2-[acetyl-(2,6-difluoro-4-pyridinyl)amino]-5-methyl-N-spiro[3.4]octan-3-yl-thiazole-4-carboxamide